(3R,4S)-3-cyclopropyl-4-methyl-1-[6-(1-methylpyrazol-4-yl)pyrazolo[1,5-a]pyrazin-4-yl]-2-oxopyrrolidine-3-carbonitrile C1(CC1)[C@]1(C(N(C[C@H]1C)C=1C=2N(C=C(N1)C=1C=NN(C1)C)N=CC2)=O)C#N